IC1=CN(C2=NC=C(C=C21)C=2C=C(C(=O)N)C=CC2)C2=C(C=CC=C2)C 3-(3-iodo-1-tolyl-1H-pyrrolo[2,3-b]pyridin-5-yl)benzamide